CC1=CC(=CC=2N(C(=NC21)CCl)CC2=CN=CS2)C(=O)OC(C=2SC=CC2Cl)C2=C(C(=C(C=C2)F)F)OCC=C (2-(allyloxy)-3,4-difluorophenyl)(3-chlorothiophene-2-yl)methanol methyl-2-(chloromethyl)-1-(thiazol-5-ylmethyl)-1H-benzo[d]imidazole-6-carboxylate